bis(2-butyloctyl) 10-((3-(dimethylamino)propyl)((heptylthio)carbonyl)amino)nonadecanedioate CN(CCCN(C(CCCCCCCCC(=O)OCC(CCCCCC)CCCC)CCCCCCCCC(=O)OCC(CCCCCC)CCCC)C(=O)SCCCCCCC)C